2-(2-ethoxyethoxy)ethyl phenylcarbamate C1(=CC=CC=C1)NC(OCCOCCOCC)=O